OC(=O)C(F)(F)F.NCCCCCCCCCCNC1=C2C(N(C(C2=CC=C1)=O)C1C(NC(CC1)=O)=O)=O 4-((10-aminodecyl)amino)-2-(2,6-dioxopiperidin-3-yl)isoindoline-1,3-dione TFA salt